2-(4,4-difluoropiperidin-1-yl)-6-methylpyrimidine FC1(CCN(CC1)C1=NC(=CC=N1)C)F